N-(2-(4-Cyanothiazolidin-3-yl)-2-oxoethyl)-6-(2-fluoro-2-methylpropoxy)quinoline-4-carboxamide C(#N)C1N(CSC1)C(CNC(=O)C1=CC=NC2=CC=C(C=C12)OCC(C)(C)F)=O